CC(C)(C)C=1C=C(C=C(C1O)C(C)(C)C)CCCP([O-])([O-])=O.CC(C)(C)C=1C=C(C=C(C1O)C(C)(C)C)CCCP([O-])([O-])=O.[Ca+2].[Ca+2] calcium bis(((3,5-bis(1,1-dimethylethyl)-4-hydroxyphenyl)methyl)-ethylphosphonate)